4-(4-fluoro-2-methylphenyl)-7-methoxyquinolin-2(1H)-one FC1=CC(=C(C=C1)C1=CC(NC2=CC(=CC=C12)OC)=O)C